2,3-dioleoxypropyl-trimethylammonium chloride [Cl-].C(CCCCCCC\C=C/CCCCCCCC)OC(C[N+](C)(C)C)COCCCCCCCC\C=C/CCCCCCCC